C(C)(C)(C)[C@H]1CN(C[C@H](N1)C)C=1N=NC(=CN1)C1=C(C=C(C=C1)C1=NC=NC(=C1)OC)O 2-{3-[(3S,5R)-3-tert-butyl-5-methylpiperazin-1-yl]-1,2,4-triazin-6-yl}-5-(6-methoxypyrimidin-4-yl)phenol